3-((((2-amino-2-oxoethyl)amino)methyl)-4-fluorophenyl)-2-(4-fluoro-2-methylphenoxy)-5-(trifluoromethyl)benzamide NC(CNCC1=C(C=CC(=C1)F)C=1C(=C(C(=O)N)C=C(C1)C(F)(F)F)OC1=C(C=C(C=C1)F)C)=O